N,N-diethyl-4-aminobutyltrimethoxysilane C(C)N(CCCC[Si](OC)(OC)OC)CC